3,5-dibromo-4-methoxyphenylacetic acid BrC=1C=C(C=C(C1OC)Br)CC(=O)O